4-{(1S,3S)-2,2-dimethyl-3-[3-(propan-2-yl)-1,2,4-oxadiazol-5-yl]cyclopropyl}benzenesulfonamide CC1([C@H]([C@@H]1C1=NC(=NO1)C(C)C)C1=CC=C(C=C1)S(=O)(=O)N)C